2,4-bis-[(octylthio)methyl]-o-cresol C(CCCCCCC)SCC1(CC(=CC=C1O)CSCCCCCCCC)C